BrC1=C(SC=C1)C(=O)N1CCN(CC1)C1=C(C=CC=C1)NCCCC1=CC=CC=C1 (3-bromothiophen-2-yl)(4-(2-((3-phenylpropyl)amino)phenyl)piperazin-1-yl)methanone